N1=C(C=CC=C1)/C=C/C(=O)OCCCNC(=O)OC(C)(C)C 3-((tert-butoxycarbonyl)amino)propyl (E)-3-(pyridin-2-yl)acrylate